ClC1=NC=CC(=N1)C1=CC=CC=2N(C(=NC21)C(F)(F)F)C(C)C (2-chloropyrimidin-4-yl)-1-isopropyl-2-(trifluoromethyl)-1H-benzo[d]imidazole